NC1=C(C(=NC(=C1Cl)F)OCC(=O)O)Cl 4-amino-3,5-dichloro-6-fluoro-2-pyridyloxyacetic acid